C(C)(C)(C)OC(=O)N(CCC1=CN(C2=CC=CC=C12)C(=O)OC(C)(C)C)C1=CC(=NC=2N1N=CC2C(C)C)C2=C(C=CC=C2)OC tert-Butyl 3-[2-[tert-butoxycarbonyl-[3-isopropyl-5-(2-methoxyphenyl)pyrazolo[1,5-a]pyrimidin-7-yl]amino]ethyl]indole-1-carboxylate